1-((2S)-4-amino-2-phenylpiperidin-1-yl)-2,2,2-trifluoroethan-1-one NC1C[C@H](N(CC1)C(C(F)(F)F)=O)C1=CC=CC=C1